2-(2,6-Dioxo-3-piperidyl)-4-(3-hydroxypropyl)isoindoline-1,3-dione O=C1NC(CCC1N1C(C2=CC=CC(=C2C1=O)CCCO)=O)=O